N-(2-bromo-5-methylbenzyl)-2,2-diethoxyacetimidamide BrC1=C(CNC(C(OCC)OCC)=N)C=C(C=C1)C